IC=1C=C(C(=O)NC2=CC=C3C(=NC=NC3=C2)N2CCNCC2)C=CC1C 4-(7-(3-iodo-4-methylbenzamido)quinazolin-4-yl)piperazine